NC1CC2COCC(C1)N2C=2N(C(C1=C(N2)NC=C1C1=C(C2=CN(N=C2C=C1)C)Cl)=O)C 2-(7-amino-3-oxa-9-azabicyclo[3.3.1]nonan-9-yl)-5-(4-chloro-2-methyl-2H-indazol-5-yl)-3-methyl-3,7-dihydro-4H-pyrrolo[2,3-d]pyrimidin-4-one